4-methoxy-N'-((E)-4-((E)-3-(2-methyl-4-phenylquinolin-3-yl)-3-oxoprop-1-en-1-yl)benzylidene)benzoyl-hydrazine COC1=CC=C(C(=O)N/N=C/C2=CC=C(C=C2)\C=C\C(=O)C=2C(=NC3=CC=CC=C3C2C2=CC=CC=C2)C)C=C1